9-Bromo-2-(2,6-dichlorophenyl)-3-(difluoromethyl)imidazo[2,1-f][1,6]naphthyridine BrC=1C=NC=2C=CN3C(C2C1)=NC(=C3C(F)F)C3=C(C=CC=C3Cl)Cl